N1N=CN=C1C=1C=C(C=NC1)C=1C=C(C=CC1O)N(C(O)=O)CCCCCCCC.CN(C(CC)=O)C N,N-dimethyl-methylacetamide 3-(5-(1H-1,2,4-triazol-5-yl)pyridin-3-yl)-4-hydroxyphenyl-octylcarbamate